(2-chloro-5-methylpyrimidin-4-yl)-2-methoxybenzoic acid methyl ester COC(C1=C(C(=CC=C1)C1=NC(=NC=C1C)Cl)OC)=O